C1(CCCC1)CNCC=1C=CC=2N(C1)C=C(N2)CN2C(C1=CN=CC(=C1C=C2)C2=CC=CC=C2)=O 2-((6-(((cyclopentylmethyl)amino)methyl)imidazo[1,2-a]pyridin-2-yl)methyl)-5-phenyl-2,7-naphthyridin-1(2H)-one